1-(2-(3-aminopropyl)-4-fluorophenyl)-3-(2-bromo-6-methoxypyridin-3-yl)-6-(trifluoromethyl)-2,3-dihydropyrido[2,3-d]pyrimidin-4(1H)-one, hydrochloride Cl.NCCCC1=C(C=CC(=C1)F)N1CN(C(C2=C1N=CC(=C2)C(F)(F)F)=O)C=2C(=NC(=CC2)OC)Br